FC(CN1N=CC(=C1)C1=NC=CC(=N1)NC1=NC=C(C(=C1)NC1CCC(CC1)(O)C)C1=NN(C=C1)C(F)F)F (1s,4s)-4-((2-((2-(1-(2,2-Difluoroethyl)-1H-pyrazol-4-yl)pyrimidin-4-yl)amino)-5-(1-(difluoromethyl)-1H-pyrazol-3-yl)pyridin-4-yl)amino)-1-methylcyclohexan-1-ol